C(C)N(P1N(CCCN1C)C)CC N,N-diethyl-1,3-dimethyl-1,3,2-diazaphosphinan-2-amine